(7R,14S)-1-(difluoromethoxy)-12-(6-(dimethylphosphoryl)pyridin-3-yl)-6-methyl-6,7-dihydro-7,14-methanobenzo[c]pyrimido[1',2':1,5]pyrazolo[4,3-f]azocin-5(14H)-one FC(OC1=CC=CC=2C(N([C@H]3C=4C([C@@H](C21)C3)=C3N(N4)C=CC(=N3)C=3C=NC(=CC3)P(=O)(C)C)C)=O)F